2-methyl-1,3-dioxolane-2-acetic acid Ethyl ester C(C)OC(CC1(OCCO1)C)=O